(S)-3-(3-(4-hydroxy-1,5-dimethyl-2-oxo-1,2-dihydropyridin-3-yl)ureido)-3-(2'-(trifluoromethyl)biphenyl-3-yl)propionic acid OC1=C(C(N(C=C1C)C)=O)NC(N[C@@H](CC(=O)O)C=1C=C(C=CC1)C1=C(C=CC=C1)C(F)(F)F)=O